C(N)(=O)[PH2]=O Carbamoylphosphin oxid